(S)-3-(9-bromo-5,6-dihydrobenzo[f]imidazo[1,2-d][1,4]oxazepine-2-Yl)-4-(difluoromethyl)oxazolidin-2-one BrC1=CC2=C(C=3N(CCO2)C=C(N3)N3C(OC[C@H]3C(F)F)=O)C=C1